BrC1=CC=C(C=C1)C1=CC=CC=2OC3=C(C21)C=CC=C3 1-(4-bromophenyl)dibenzofuran